N-(4-(3-amino-7-(pyrimidin-5-yl)-6-(1,1,1-trifluoropropan-2-yl)-1H-pyrazolo[4,3-c]pyridin-4-yl)benzyl)-5-fluoro-2-methoxybenzamide NC1=NNC2=C1C(=NC(=C2C=2C=NC=NC2)C(C(F)(F)F)C)C2=CC=C(CNC(C1=C(C=CC(=C1)F)OC)=O)C=C2